2-(17-chloro-3,6,9,12,15-pentaoxaheptadecyl)-8-(4-(methylamino)phenyl)chromeno[7,8-d]imidazol-6(3H)-one ClCCOCCOCCOCCOCCOCCC1=NC2=C(N1)C=CC=1C(C=C(OC12)C1=CC=C(C=C1)NC)=O